(S)-1-((4-chloro-6-morpholinylpyrimidin-2-yl)amino)propan-2-ol ClC1=NC(=NC(=C1)N1CCOCC1)NC[C@H](C)O